6,8-bis(sulfooxy)-7-methoxy-2H-1-benzopyran-2-one S(=O)(=O)(O)OC=1C(=C(C2=C(C=CC(O2)=O)C1)OS(=O)(=O)O)OC